tert-butyl ((S)-1-(4-(1-(difluoromethyl)-4-((R)-2-methylbut-3-enamido)-1H-pyrazol-5-yl)pyridin-2-yl)but-3-en-1-yl)carbamate FC(N1N=CC(=C1C1=CC(=NC=C1)[C@H](CC=C)NC(OC(C)(C)C)=O)NC([C@@H](C=C)C)=O)F